N1(CCCC1)C(CCC)=O pyrrolidin-1-yl(butan-1-one)